CC1=CC=C(N=N1)[C@@H](C)NC1=NC=NC2=C(C=C(C=C12)B1OC(C(O1)(C)C)(C)C)OC1CCOCC1 (R)-N-(1-(6-methylpyridazin-3-yl)ethyl)-8-((tetrahydro-2H-pyran-4-yl)oxy)-6-(4,4,5,5-tetramethyl-1,3,2-dioxaborolan-2-yl)quinazolin-4-amine